C(C)(C)(C)OC(=O)N1CCC(CC1)COC1=C(C=CC=C1)C 4-(tolyloxy)methylpiperidine-1-carboxylic acid tert-butyl ester